3-(6-bromo-5-((4-(4-((1R,2S)-6-hydroxy-2-phenyl-1,2,3,4-tetrahydronaphthalen-1-yl)phenyl)piperazin-1-yl)methyl)-1-oxoisoindolin-2-yl)piperidine-2,6-dione BrC1=C(C=C2CN(C(C2=C1)=O)C1C(NC(CC1)=O)=O)CN1CCN(CC1)C1=CC=C(C=C1)[C@H]1[C@H](CCC2=CC(=CC=C12)O)C1=CC=CC=C1